N1(C=NC=C1)C1=CC(=CC(=N1)C(=O)NC1CCNCC1)C 6-(1H-imidazol-1-yl)-4-methyl-N-(piperidin-4-yl)picolinamide